C(\C=C\C1=CC=C(C=C1)O)(=O)NCCC1=CNC2=CC=CC=C12 N-(p-coumaroyl)tryptamine